FC1=CC(=C(C=C1[N+](=O)[O-])CN1CCOC2=C1C=CC=C2)OC 4-[(4-fluoro-2-methoxy-5-nitrophenyl)methyl]-2,3-dihydro-1,4-benzoxazine